4-{(1S,3S)-3-[5-(5-fluoro-2,3-dihydro-1H-inden-1-yl)-1,2,4-oxadiazol-3-yl]-2,2-dimethylcyclopropyl}benzenesulfonamide FC=1C=C2CCC(C2=CC1)C1=NC(=NO1)[C@@H]1C([C@H]1C1=CC=C(C=C1)S(=O)(=O)N)(C)C